[N+](=O)([O-])C1=CC=C(C(=O)OC2CC(C2)(C(=O)OC)C2=CC(=CC=C2)Br)C=C1 (1s,3s)-3-(3-bromophenyl)-3-(methoxycarbonyl)cyclobutyl 4-nitrobenzoate